C1=CC=CC=2C3=CC=CC=C3C(C12)COC(=O)N1CC[C@H](C1)O (2R,4R)-1-{[(9H-fluoren-9-yl)methoxy]carbonyl}-4-hydroxypyrrolidine